C1(CC1)C#CC=1C=C(C=CC1)C1=NN=C2N1C1=CC=C(C=C1C(=N2)NC)F (3-(Cyclopropylethynyl)phenyl)-7-fluoro-N-methyl-[1,2,4]triazolo[4,3-a]quinazolin-5-amine